The molecule is a member of the class of N-nitrosoureas that is ethyl diethylphosphonate in the hydrogen at position 1 of the ethyl group attached to the phosphorus has been replaced by a [(2-chloroethyl)(nitroso)carbamoyl]amino group. It is an organic phosphonate, a member of N-nitrosoureas and an organochlorine compound. CCOP(=O)(C(C)NC(=O)N(CCCl)N=O)OCC